tert-Butyl ((1S)-(7-(1-amino-2-ethoxyethyl)imidazo[1,2-b]pyridazin-2-yl)(4,4-difluorocyclohexyl)methyl)carbamate NC(COCC)C1=CC=2N(N=C1)C=C(N2)[C@H](C2CCC(CC2)(F)F)NC(OC(C)(C)C)=O